Cl.N[C@@H]1[C@@H](N(CCC1)C(=O)C1=CC2=C(N(C(=N2)C=2N(C3=CC=CC=C3C2)CC)C)C=C1)C cis-(3-amino-2-methylpiperidin-1-yl)(2-(1-ethyl-1H-indol-2-yl)-1-methyl-1H-benzo[d]imidazol-5-yl)methanone hydrochloride salt